ClC=1C(=NC(=NC1)NC=1C=NN(C1)C1CCOCC1)C1=CC=C(C(=O)NCC(C)(C)C#N)C=C1 4-(5-chloro-2-((1-(tetrahydro-2H-pyran-4-yl)-1H-pyrazol-4-yl)amino)pyrimidin-4-yl)-N-(2-cyano-2-methylpropyl)benzamide